6-(2,3-dihydro-1H-inden-4-yl)-3-(isoquinolin-4-yl)-1-(4-methoxybenzyl)thieno[3,2-d]pyrimidine-2,4(1H,3H)-dione C1CCC2=C(C=CC=C12)C1=CC=2N(C(N(C(C2S1)=O)C1=CN=CC2=CC=CC=C12)=O)CC1=CC=C(C=C1)OC